CC(C)(C)C(=O)CBr Bromopinacolone